COC(=O)C1OC2=C(C=CC=C2CC1)N.FC1=C(CC=2NC3=C(N2)C=CC=C3)C=CC(=C1)F 2-(2,4-difluorobenzyl)benzimidazole methyl-8-aminochromane-2-carboxylate